ClC1=CC=C(C=C1)N(C1=CC2=CC=CC=C2C=C1)C1=CC2=CC=CC=C2C=C1 N-(4-chlorophenyl)-N-(naphthalen-2-yl)naphthalen-2-amine